FC(C(C)(O[Si](CC)(CC)CC)C)(F)C=1C(=C(C=CC1)[C@@H](C)N)F (1R)-1-(3-{1,1-difluoro-2-methyl-2-[(triethylsilyl)oxy]propyl}-2-fluorophenyl)ethylamine